P(=O)(OCCCC)(OCCCC)OCCCC tri(n-butyl) phosphate